1-{1-[4-chloro-3'-fluoro-4'-(piperazin-1-yl) [1,1'-biphenyl]-2-yl] piperidin-3-yl}-5-(trifluoromethyl)-1H-pyrazole-4-carboxylate ClC1=CC(=C(C=C1)C1=CC(=C(C=C1)N1CCNCC1)F)N1CC(CCC1)N1N=CC(=C1C(F)(F)F)C(=O)[O-]